N(=[N+]=[N-])[C@@H]1C[C@](C[C@H]1F)(C(=O)[O-])CC1=CC(=CC=C1)C1=NC=C(C=N1)Br |o1:3,5,7| (1R*,3R*,4R*)-3-azido-1-(3-(5-bromopyrimidin-2-yl)benzyl)-4-fluorocyclopentane-1-carboxylate